ClC1=C(C=C(C=C1)C)CC(=O)NC1=CC(=C(C=C1)N1N=CC(=C1)C(F)(F)F)S(N)(=O)=O 2-(2-chloro-5-methylphenyl)-N-{3-sulfamoyl-4-[4-(trifluoromethyl)-1H-pyrazol-1-yl]phenyl}acetamide